N-((1R,3S)-3-Hydroxycyclohexyl)-2-(5-isopropyl-8-oxothiazolo[5',4':4,5]pyrrolo[1,2-d][1,2,4]triazin-7(8H)-yl)acetamide O[C@@H]1C[C@@H](CCC1)NC(CN1N=C(N2C(C1=O)=CC1=C2N=CS1)C(C)C)=O